sodaoleic acid C(CCCCCCC\C=C/CCCCCCC[Na])(=O)O